t-butyl (4-bromophenoxy)acetate BrC1=CC=C(OCC(=O)OC(C)(C)C)C=C1